5-[4-[(1r,2s)-6-hydroxy-2-phenyl-tetralin-1-yl]phenoxy]valeraldehyde OC=1C=C2CC[C@@H]([C@@H](C2=CC1)C1=CC=C(OCCCCC=O)C=C1)C1=CC=CC=C1